6-bromo-2-(trifluoromethyl)-1H-benzimidazole-4-carboxylic acid methyl ester COC(=O)C1=CC(=CC=2NC(=NC21)C(F)(F)F)Br